BrC=1C=C2C(=CC1)C(NC[C@]21[C@@H](C1)F)=O (2'R,4r)-6-bromo-2'-fluoro-spiro[2,3-dihydroisoquinolin-4,1'-cyclopropan]-1-one